N-isopropyl-5-(thieno[3,2-c]pyridin-2-yl)-7H-pyrrolo[2,3-d]pyrimidin-2-amine C(C)(C)NC=1N=CC2=C(N1)NC=C2C2=CC=1C=NC=CC1S2